4-(3-(2,5-Dioxo-2,5-dihydro-1H-pyrrol-1-yl) propanamido)-2,6-difluorophenyl sulfite S(=O)(OC1=C(C=C(C=C1F)NC(CCN1C(C=CC1=O)=O)=O)F)[O-]